[C@@H]12OC[C@@H](N(C1)C(=O)C1=CC=C(C=3OCCOC31)NC3=CC(=C1C(=N3)NC=C1C(F)(F)F)NCC)C2 ((1S,4S)-2-oxa-5-azabicyclo[2.2.1]heptan-5-yl)(8-((4-(ethylamino)-3-(trifluoromethyl)-1H-pyrrolo[2,3-b]pyridin-6-yl)amino)-2,3-dihydrobenzo[b][1,4]dioxin-5-yl)methanone